(S)-N-(1-(azetidin-1-ylmethyl)cyclopropyl)-3,3,3-trifluoro-2-methoxy-2-phenylpropanamide N1(CCC1)CC1(CC1)NC([C@](C(F)(F)F)(C1=CC=CC=C1)OC)=O